BrC1=CC=C(C(=N1)NC(=O)[C@H]1NC[C@@H](C1)F)CC (2S,4R)-N-(6-bromo-3-ethylpyridin-2-yl)-4-fluoropyrrolidine-2-carboxamide